3-azabicyclo[3.1.0]Hexane-2-carboxylic acid C12C(NCC2C1)C(=O)O